(E)-4-(7-isobutyl-4-(2-(3-methylbenzylidene)hydrazinyl)-7H-pyrrolo[2,3-d]pyrimidin-2-yl)morpholine C(C(C)C)N1C=CC2=C1N=C(N=C2N/N=C/C2=CC(=CC=C2)C)N2CCOCC2